2-(((S)-1-(4-(4-methylthiazol-5-yl)phenyl)ethyl)carbamoyl)pyrrolidine-1-carboxylate CC=1N=CSC1C1=CC=C(C=C1)[C@H](C)NC(=O)C1N(CCC1)C(=O)[O-]